ClC1=C(C=CC=C1)C=1N=CNC1 4-(2'-chlorophenyl)imidazol